quinoline-6-yl-carbamate N1=CC=CC2=CC(=CC=C12)NC([O-])=O